FC1(OC2=C(O1)C=CC(=C2)[C@H](C)OC2=NC=CC(=C2)N2N=C(C=1CCC[C@H](C21)NC(=O)C21CC(C2)(C1)C(=O)O)C(F)(F)F)F 3-[[(7R)-1-[2-[(1S)-1-(2,2-difluoro-1,3-benzodioxol-5-yl)ethoxy]-4-pyridinyl]-3-(trifluoromethyl)-4,5,6,7-tetrahydroindazol-7-yl]carbamoyl]bicyclo[1.1.1]pentane-1-carboxylic acid